3-(1-oxo-4-((15-(piperidin-1-yl)pentadecyl)thio)isoindolin-2-yl)piperidine-2,6-dione O=C1N(CC2=C(C=CC=C12)SCCCCCCCCCCCCCCCN1CCCCC1)C1C(NC(CC1)=O)=O